C(C)C(COC(C=1C(O)=CC=CC1)=O)CCCC Salicylic acid-2-ethylhexyl ester